NC=1C=C(C=C(C1)C(F)(F)F)C(C)NC1=NC(=NC2=CC(=C(C=C12)OC)C(=O)N1CCS(CC1)(=O)=O)C (4-((1-(3-amino-5-(trifluoromethyl)phenyl)ethyl)amino)-6-methoxy-2-methylquinazolin-7-yl)(1,1-dioxothiomorpholino)methanone